N1=C(C=C2N1CCCNC2)C(=O)O 5,6,7,8-tetrahydro-4H-pyrazolo[1,5-a][1,4]diazepine-2-carboxylic acid